FC(C(O)(C1=CC=C(C=C1)C1=CC=CC=C1)C(F)(F)F)(F)F α,α-bis(trifluoromethyl)-[1,1'-biphenyl]-4-methanol